FC1=CC=2C3=NNC=4C=CC(O[C@H](CCNC(OCC(=C1)C2)=O)C)=CC34 (13S)-4-fluoro-13-methyl-8,14-dioxa-10,19,20-triazatetracyclo[13.5.2.12,6.018,21]tricosa-1(20),2(23),3,5,15(22),16,18(21)-heptaen-9-one